bis(4-((di-n-butyl)amino)phenyl)phosphine chloride [Cl-].C(CCC)N(C1=CC=C(C=C1)PC1=CC=C(C=C1)N(CCCC)CCCC)CCCC